N1=C(C=CC=C1)C1=C(C=CC=C1C)SC 2-pyridyl-(3-methyl)-thioanisole